(7-(3,5-difluoro-4-methoxyphenoxy)-1-ethoxy-4-hydroxyisoquinoline-3-carbonyl)glycine FC=1C=C(OC2=CC=C3C(=C(N=C(C3=C2)OCC)C(=O)NCC(=O)O)O)C=C(C1OC)F